3-(2,2-difluoroethyl)-1-(5-(2-methoxypyrimidin-5-yl)pyridin-2-yl)-1-(trans-4-((4-((oxetan-3-yl)oxy)-5-(trifluoromethyl)pyrimidin-2-yl)amino)cyclohexyl)urea FC(CNC(N([C@@H]1CC[C@H](CC1)NC1=NC=C(C(=N1)OC1COC1)C(F)(F)F)C1=NC=C(C=C1)C=1C=NC(=NC1)OC)=O)F